2-(((1-(3-((1-(4-chlorophenyl)-2-oxo-2-(6'-(trifluoromethoxy)spiro[cyclopropane-1,3'-indolin]-1'-yl)ethyl)amino)-5-methoxyphenyl)-2-methylpropylidene)amino)oxy)-2-methylpropanoic acid ClC1=CC=C(C=C1)C(C(N1CC2(C3=CC=C(C=C13)OC(F)(F)F)CC2)=O)NC=2C=C(C=C(C2)OC)C(C(C)C)=NOC(C(=O)O)(C)C